2-(1,5-dimethyl-1H-pyrazol-4-yl)-N-(2-methyl-5-((2-(pyrrolidin-1-yl)ethyl)carbamoyl)pyridin-3-yl)pyrazolo[5,1-b]thiazole-7-carboxamide CN1N=CC(=C1C)C1=CN2C(S1)=C(C=N2)C(=O)NC=2C(=NC=C(C2)C(NCCN2CCCC2)=O)C